6-[5-[2-[[6-[2-(5-aminotetrazol-1-yl)ethoxy]-4-fluoro-2,3-dihydro-1H-inden-2-yl]methylamino]ethyl]-2-oxo-1,3-oxazolidin-3-yl]-4H-pyrazino[2,3-b][1,4]oxazin-3-one NC1=NN=NN1CCOC1=CC(=C2CC(CC2=C1)CNCCC1CN(C(O1)=O)C1=NC2=C(OCC(N2)=O)N=C1)F